7-((3-((2,6-dimethylphenyl)amino)-1-methyl-1H-pyrazolo[3,4-d]pyrimidin-6-yl)amino)-3,4-dihydroisoquinolin CC1=C(C(=CC=C1)C)NC1=NN(C2=NC(=NC=C21)NC2=CC=C1CCN=CC1=C2)C